3-amino-4,5-dichlorobenzenesulfonic acid NC=1C=C(C=C(C1Cl)Cl)S(=O)(=O)O